O[C@H](\C=C\CCCCCCCCCCCCCCCCCC)[C@H]1N(C(OC1)(C)C)C(=O)OC(C)(C)C tert-butyl (4S)-4-[(E,1R)-1-hydroxyhenicosane-2-enyl]-2,2-dimethyl-oxazolidine-3-carboxylate